rac-tert-butyl (3S,4R)-3-cyano-4-(3-(2-(2-((methylsulfonyl)oxy)ethoxy)ethoxy)phenyl)pyrrolidine-1-carboxylate C(#N)[C@@H]1CN(C[C@H]1C1=CC(=CC=C1)OCCOCCOS(=O)(=O)C)C(=O)OC(C)(C)C |r|